CN1CCC(CC1)C1=CNC=2C1=NC(=CC2)NC(=O)C2=CC=NC=C2 N-[3-(1-methylpiperidin-4-yl)-1H-pyrrolo[3,2-b]pyridin-5-yl]pyridine-4-carboxamide